FC=1C=C(C=C(C1C(F)(F)F)F)O 3,5-difluoro-4-trifluoromethyl-phenol